FC(C(C)(C)O)(F)C=1C(=C(C=CC1)[C@@H](C)N[S@](=O)C(C)(C)C)F |&1:13| (R)-N-((R/S)-1-(3-(1,1-difluoro-2-hydroxy-2-methylpropyl)-2-fluorophenyl)ethyl)-2-methylpropane-2-sulfinamide